(3S,4S,5R,6R)-6-(hydroxymethyl)-3-iodotetrahydro-2H-pyran-2,4,5-triol OC[C@@H]1[C@@H]([C@@H]([C@@H](C(O1)O)I)O)O